2'-fluoro-N2-isobutyryldeoxyguanosine-3'-yl 2-((3,4,5-tris(octadecyloxy) benzoyl)oxy)acetate C(CCCCCCCCCCCCCCCCC)OC=1C=C(C(=O)OCC(=O)O[C@@]2([C@H]([C@@H](O[C@@H]2CO)N2C=NC=3C(=O)NC(NC(C(C)C)=O)=NC23)F)O)C=C(C1OCCCCCCCCCCCCCCCCCC)OCCCCCCCCCCCCCCCCCC